3-((3,5-dichloro-4-((5-chloro-6-dimethylaminopyrimidin-4-yl)oxy)phenyl)amino)propionic acid ClC=1C=C(C=C(C1OC1=NC=NC(=C1Cl)N(C)C)Cl)NCCC(=O)O